C(C)(C)(C)OC(=O)N1CCC(CC1)N.C(C=C)(=O)OCC1=CC=CC=C1 (Acryloyloxymethyl)benzene tert-butyl-4-amino-1-piperidinecarboxylate